[Na+].C(CCCCCCCCCCCCCCC)OC(\C=C/C(=O)[O-])=O maleic acid mono-hexadecyl ester sodium salt